C(#N)C1=NC2=CC=CC=C2C(=C1)N(C=1C=CC(=C(C1)/C=C/C(=O)NO)OC)C (E)-3-(5-((2-cyanoquinolin-4-yl)(methyl)amino)-2-methoxyphenyl)-N-hydroxyacrylamide